C(#N)C=1SC=C2C1CC(CC2)NC(OCCCC)=O butyl N-(3-cyano-4,5,6,7-tetrahydro-2-benzothiophen-5-yl)carbamate